C(COCCOCCOCCN)N 3,6,9-trioxa-1,11-undecanediamine